5-(4-((3-ethyl-2-oxo-3,4-dihydro-1,6-naphthyridin-7-yl)methyl)piperazin-1-yl)-N-methylpyridin-2-carboxamide C(C)C1C(NC2=CC(=NC=C2C1)CN1CCN(CC1)C=1C=CC(=NC1)C(=O)NC)=O